C(C)(C)(C)OC(CC1(C[C@@H](N([C@@H](C1)C)C1=C(C=C(C=C1)NC1C(NC(CC1)=O)=O)F)C)O)=O 2-[(2s,6r)-1-[4-[(2,6-dioxo-3-piperidyl)amino]-2-fluoro-phenyl]-4-hydroxy-2,6-dimethyl-4-piperidyl]acetic acid tert-butyl ester